C(C)(C)N(C(C)C)[SiH2]Br (di-iso-propylamino)bromosilane